(acenaphthoyl)propionic acid C1(CC2=CC=CC3=CC=CC1=C23)C(=O)C(C(=O)O)C